ClC=1C=C(CCNC2(CCC2)C=2C=C(C=CC2)NC=2C(N(C(C2)=O)C2C(NC(CC2)=O)=O)=O)C=CC1 3-(3-((3-(1-((3-chlorophenethyl)amino)cyclobutyl)phenyl)amino)-2,5-dioxo-2,5-dihydro-1H-pyrrol-1-yl)piperidine-2,6-dione